Cl.NC=1C=2C(C3=NC=C(C(=C3OC2C=CC1)C1=CC=C(C=C1)N1CCNCC1)OC)=O 9-amino-3-methoxy-4-(4-(piperazin-1-yl)phenyl)-10H-chromeno[3,2-b]pyridin-10-one hydrochloride